7-amino-1,2,4,5-tetrahydro-3H-benzo[d]azepin-3-carboxylic acid tert-butyl ester C(C)(C)(C)OC(=O)N1CCC2=C(CC1)C=C(C=C2)N